The molecule is a monoalkylglycerol that is glycerol which is substituted by a (5Z,8Z,11Z,14Z)-icosa-5,8,11,14-tetraen-1-yl group at position 2. It is a monoalkylglycerol, an endocannabinoid and a 2-alkylglycerol. CCCCC/C=C\\C/C=C\\C/C=C\\C/C=C\\CCCCOC(CO)CO